tert-butyl 9-(4-amino-5-(5-fluoropyridin-3-yl)-7-methyl-7H-pyrrolo[2,3-d]pyrimidin-6-yl)-3-azaspiro[5.5]undec-8-ene-3-carboxylate NC=1C2=C(N=CN1)N(C(=C2C=2C=NC=C(C2)F)C2=CCC1(CCN(CC1)C(=O)OC(C)(C)C)CC2)C